[4-13C]glucose O=C[C@H](O)[C@@H](O)[13C@H](O)[C@H](O)CO